(2-Chloro-3-methoxyphenyl)-[rac-(3S,9aS)-3-(5-chloro-3-pyridyl)-3,4,6,7,9,9a-hexahydro-1H-pyrazino[2,1-c][1,4]oxazin-8-yl]methanon ClC1=C(C=CC=C1OC)C(=O)N1C[C@H]2CO[C@H](CN2CC1)C=1C=NC=C(C1)Cl |r|